2-Chloro-N(6)-(3-iodobenzyl)adenosine ClC=1N=C(C=2N=CN([C@H]3[C@H](O)[C@H](O)[C@@H](CO)O3)C2N1)NCC1=CC(=CC=C1)I